CC=1OC(=CN1)C=1C(=NC(=NC1)O)O 5-(2-methyloxazol-5-yl)pyrimidine-2,4-diol